tert-butyl 7,7-dichloro-6-oxo-2-azabicyclo[3.2.0]heptane-2-carboxylate ClC1(C(C2CCN(C12)C(=O)OC(C)(C)C)=O)Cl